Butanoic acid, pentyl ester C(CCC)(=O)OCCCCC